iron lactate C(C(O)C)(=O)[O-].[Fe+2].C(C(O)C)(=O)[O-]